FC1([C@H]([C@@H](C2=CC=CC=C12)NC(=O)C=1C=C2[C@@H]([C@H](COC2=CC1)OC)N1C(N[C@](CC1=O)(C)CC)=N)O)F (3R,4S)-N-[(1R,2S)-3,3-difluoro-2-hydroxy-indan-1-yl]-4-[(4R)-4-ethyl-2-imino-4-methyl-6-oxo-hexahydropyrimidin-1-yl]-3-methoxy-chromane-6-carboxamide